(S)-4-chloro-2-methyl-6-((tetrahydrofuran-3-yl)oxy)pyrido[2,3-d]pyrimidin-7(8H)-one ClC=1C2=C(N=C(N1)C)NC(C(=C2)O[C@@H]2COCC2)=O